C1=CC=C(C=C1)N=NC2=CC=C(C=C2)O p-phenylazophenol